2-Amino-6-(2-chlorophenyl)-6-cyano-7-oxo-4,5,6,7-tetrahydrobenzo[b]thiophene-3-carboxylic acid NC1=C(C2=C(S1)C(C(CC2)(C#N)C2=C(C=CC=C2)Cl)=O)C(=O)O